C1=CC=CC=2C3=CC=CC=C3C(C12)COC(=O)N[C@@H](CC1=CC=C(C=C1)OC(C)(C)C)C(=O)O N-(9-fluorenylmethoxycarbonyl)-O-tert-butyl-L-tyrosine